[Cu].N1=C(C(=CC=C1)C(=O)O)C1=NC=CC=C1 bipyridyl-carboxylic acid copper